CC=1C2=C(N=NC1C(C(F)(F)F)(F)F)N(C(=N2)C2=NC=C(C=C2S(=O)(=O)CC)C=2N=NN(N2)C)C methyl-6-[3-ethylsulfonyl-5-(2-methyltetrazol-5-yl)-2-pyridyl]-7-methyl-3-(1,1,2,2,2-pentafluoroethyl)imidazo[4,5-c]pyridazine